BrC1=C(C2=C(C=C3C=NN(C3=C2)C(C(C)(C)C)=O)N1C1=CC=C(C=C1)F)C1=CC=C(C(=O)OC)C=C1 methyl 4-[6-bromo-1-(2,2-dimethylpropanoyl)-5-(4-fluorophenyl)pyrrolo[2,3-f]indazol-7-yl]benzoate